N=1CC(C=CC1)=S pyridine-3-thione